C1=CC=C(C=2SC3=C(C21)C=CC=C3)N(C=3C=C(C=CC3)C=3C(=CC=CC3)C=3C(=CC=CC3)C3=CC(=CC=C3)N(C3=CC=CC=C3)C3=CC=CC2=C3SC3=C2C=CC=C3)C3=CC=CC=C3 N3,N3'''-bis(dibenzo[b,d]thiophene-4-yl)-N3,N3'''-diphenyl-[1,1':2',1'':2'',1'''-quaterphenyl]-3,3'''-diamine